ClC1=C(C=C(C=C1)NC(=O)NC1=CC(=C(C=C1)F)C1(N=N1)C(F)(F)F)[N+](=O)[O-] 1-(4-chloro-3-nitro-phenyl)-3-[4-fluoro-3-[3-(trifluoromethyl)diazirin-3-yl]phenyl]urea